1-[[4-[[(1Z)-2-ethoxy-3,3,3-trifluoro-1-propen-1-yl]oxy]phenyl]-methyl]-1H-pyrazole-4-carboxylic acid C(C)O\C(=C/OC1=CC=C(C=C1)CN1N=CC(=C1)C(=O)O)\C(F)(F)F